(2s,4s)-8-Methyl-2-(2-(4-(trifluoromethyl)phenyl)-8-azaspiro[4.5]decane-8-carbonyl)-7-oxa-5-azaspiro[3.4]octan-6-one CC1OC(NC12CC(C2)C(=O)N2CCC1(CC[C@@H](C1)C1=CC=C(C=C1)C(F)(F)F)CC2)=O